COC1=CC=2C=3C=C4C(=C(C3N(C2C=C1)C)C)C=CN=C4C(=O)O 9-methoxy-5,6-dimethyl-6H-pyrido[4,3-b]carbazole-1-carboxylic acid